(R)-N-(3-(1-((2-Amino-5-(1-methyl-1H-pyrazol-4-yl)pyridin-3-yl)oxy)ethyl)phenyl)-2,3-dihydro-1H-inden-5-carboxamid NC1=NC=C(C=C1O[C@H](C)C=1C=C(C=CC1)NC(=O)C=1C=C2CCCC2=CC1)C=1C=NN(C1)C